5-Fluoro-3-methoxy-1',2',3',6'-tetrahydro-2,4'-bipyridine FC=1C=C(C(=NC1)C=1CCNCC1)OC